(Z)-2-cyano-N-(4-(N-(4-cyanophenyl)aminosulfonyl)phenyl)-3-hydroxy-3-(5-methylisoxazol-4-yl)acrylamide C(#N)/C(/C(=O)NC1=CC=C(C=C1)S(=O)(=O)NC1=CC=C(C=C1)C#N)=C(\C=1C=NOC1C)/O